ClC1=C(C=CC=C1)CC(=O)NC1=CC(=NC=C1)C(=O)NC(C#C)(C)C 4-[[2-(2-chlorophenyl)acetyl]amino]-N-(1,1-dimethylprop-2-ynyl)pyridine-2-carboxamide